tert-butyl 5-((4-(1-(1-((2-chloro-4-(trifluoromethyl)phenyl)carbamoyl)cyclobutyl)-1H-pyrazol-4-yl)piperidin-1-yl)methyl)hexahydrocyclopenta[c]pyrrole-2(1H)-carboxylate ClC1=C(C=CC(=C1)C(F)(F)F)NC(=O)C1(CCC1)N1N=CC(=C1)C1CCN(CC1)CC1CC2C(CN(C2)C(=O)OC(C)(C)C)C1